tert-butyl 4-[1-(6-nitro-3-pyridyl)-4-piperidyl]piperazine-1-carboxylate [N+](=O)([O-])C1=CC=C(C=N1)N1CCC(CC1)N1CCN(CC1)C(=O)OC(C)(C)C